FC=1C=NN(C1)CC1=CC=C(CC2=NOC(=C2)C=2C(=NC=CC2)N)C=C1 3-(3-(4-((4-fluoro-1H-pyrazol-1-yl)methyl)benzyl)isoxazol-5-yl)pyridin-2-amine